COC1=CC=CC(=N1)N=CC1C(OC(OC1=O)(C)C)=O.[O].[Ir] Iridium oxygen 5-(((6-methoxypyridin-2-yl)imino)methyl)-2,2-dimethyl-1,3-dioxane-4,6-dione